ClC=1C=C(C(=NC1)F)[C@@]1(CC(S(CC1)(=O)=O)(C)C)F (4R)-4-(5-Chloro-2-fluoropyridin-3-yl)-4-fluoro-2,2-dimethyl-1λ6-thiane-1,1-dione